1-(5,6,7,8-tetrahydronaphthalen-2-yl)ethane-1-one oxime C1=C(C=CC=2CCCCC12)C(C)=NO